N-((3S,4S)-3-((4-((cyclopropylmethyl)amino)-2-(2,6-difluoro-3,5-dimethoxy-phenyl)pyrido[3,4-d]pyrimidin-6-yl)amino)tetrahydro-2H-pyran-4-yl)acrylamide C1(CC1)CNC=1C2=C(N=C(N1)C1=C(C(=CC(=C1F)OC)OC)F)C=NC(=C2)N[C@@H]2COCC[C@@H]2NC(C=C)=O